C(=C)(C)C1=C(C=CC=C1)NC(C1=CC=C(C=C1)OC)=O N-(2-isopropenylphenyl)p-methoxybenzamide